ClC1=C2C(=NC(=C1)N1CC3=C(N=CN=C3OCC)CC1)N(N=C2)C 6-(4-chloro-1-methyl-1H-pyrazolo[3,4-b]pyridin-6-yl)-4-ethoxy-5,6,7,8-tetrahydropyrido[4,3-d]pyrimidine